C1(CC1)CN1C=CC2=NN(C(C(=C21)C=2C=CC(=NC2)C(=O)N)=O)C2=CC1=CN(N=C1C=C2)C 5-(5-(cyclopropylmethyl)-2-(2-methyl-2H-indazol-5-yl)-3-oxo-3,5-dihydro-2H-pyrrolo[3,2-c]pyridazin-4-yl)picolinamide